5-fluorospiro[indan-2,4'-piperidin]-1-one hydrochloride Cl.FC=1C=C2CC3(CCNCC3)C(C2=CC1)=O